Cl.ClC1=C(C=CC(=C1)Cl)C=1CCSC2=C(C1C1=CC=C(C=C1)C=C1CN(C1)CCCF)C=CC(=C2)C(=O)O 4-(2,4-dichlorophenyl)-5-[4-[[1-(3-fluoropropyl)azetidin-3-ylidene]methyl]phenyl]-2,3-dihydro-1-benzothiepine-8-carboxylic acid hydrochloride